tert-butyl (4-((2-(2,6-dioxopiperidin-3-yl)-1-oxoisoindolin-4-yl)(pentyl)amino)butyl)(methyl)carbamate O=C1NC(CCC1N1C(C2=CC=CC(=C2C1)N(CCCCN(C(OC(C)(C)C)=O)C)CCCCC)=O)=O